C(C1=CC=CC=C1)(=O)C1CN(C1)C(=O)OCCCC butyl 3-benzoylazetidine-1-carboxylate